N-(3-(4-((2,3-dihydrobenzofuran-5-yl)methylamino)-5-fluoropyrimidin-2-ylamino)phenyl)acrylamide O1CCC2=C1C=CC(=C2)CNC2=NC(=NC=C2F)NC=2C=C(C=CC2)NC(C=C)=O